C(CCCCCCCCCCCCC)OC(C(=C)C)=O.C1(CCCCC1)NC(C(=C)C)=O (N-cyclohexyl-methacrylamide) tetradecyl-methacrylate